Benzyl (S)-4-(7-chloro-6-fluoro-1-(M)-(2-isopropyl-4-methylpyridin-3-yl)-2-oxo-1,2-dihydropyrido[2,3-d]pyrimidin-4-yl)-2-(cyanomethyl)piperazine-1-carboxylate ClC=1C(=CC2=C(N(C(N=C2N2C[C@@H](N(CC2)C(=O)OCC2=CC=CC=C2)CC#N)=O)C=2C(=NC=CC2C)C(C)C)N1)F